N(=[N+]=[N-])CC1=C(SC(=C1)Cl)C1=CC=C(C(=N1)C)O[C@@H]1C[C@H](CCC1)C(=O)OC methyl (1S,3S)-3-((6-(3-(azidomethyl)-5-chlorothiophen-2-yl)-2-methylpyridin-3-yl)oxy)cyclohexane-1-carboxylate